Cl.FC=1C=C(C=CC1)[C@H](CNC(CC1CCC(CC1)S(=O)(=O)NC)(C)C)O (1S,4s)-4-(2-(((R)-2-(3-Fluorophenyl)-2-hydroxyethyl)amino)-2-methyl-propyl)-N-methylcyclohexane-1-sulfonamide hydrochloride